4-(2-((3,5-Bis((E)-3,4-dimethoxybenzylidene)-4-oxocyclohexyl)amino)-2-oxoethoxy)pyridin-1-ium trifluoroacetate FC(C(=O)[O-])(F)F.COC=1C=C(\C=C\2/CC(C\C(\C2=O)=C/C2=CC(=C(C=C2)OC)OC)NC(COC2=CC=[NH+]C=C2)=O)C=CC1OC